(R)-1-(2-chloropyridin-3-yl)ethyl (4-(5-(3-cyano-3-fluorocyclobutane-1-carboxamido)pyridin-2-yl)-1-methyl-1H-1,2,3-triazol-5-yl)carbamate C(#N)C1(CC(C1)C(=O)NC=1C=CC(=NC1)C=1N=NN(C1NC(O[C@H](C)C=1C(=NC=CC1)Cl)=O)C)F